NC(CC(=O)OC)C(=O)N(CC(CC)C)CC(OCC)OCC methyl 3-amino-4-((2,2-diethoxyethyl) (2-methylbutyl) amino)-4-oxobutanoate